5-amino-N-butyl-1H-pyrazole-4-carboxamide NC1=C(C=NN1)C(=O)NCCCC